CN(C(=O)C1=CC=2C(=NC=C(C2)[N+](=O)[O-])N1C(=O)OC(C)(C)C)C Tert-butyl 2-(dimethylcarbamoyl)-5-nitro-1H-pyrrolo[2,3-b]pyridine-1-carboxylate